bis(methylamino)-bis(di-n-butylamino)silane CN[Si](N(CCCC)CCCC)(N(CCCC)CCCC)NC